BrC=1C(=CC(=C(C=O)C1)[N+](=O)[O-])OC1CCC1 5-Bromo-4-(cyclobutoxy)-2-nitro-benzaldehyde